NC=1C(=CC2=C(OCCN2C)N1)S(=O)(=O)N1CCC2(C[C@H](CO2)NC[C@@H](COC=2C=C(C=CC2)S(=O)(=O)NC)O)CC1 3-((S)-3-((R)-8-(6-amino-1-methyl-2,3-dihydro-1H-pyrido[2,3-b][1,4]oxazin-7-ylsulfonyl)-1-oxa-8-azaspiro[4.5]decan-3-ylamino)-2-hydroxypropoxy)-N-methylbenzenesulfonamide